2-(4-(4-fluorophenoxy)phenyl)-8-(piperidin-4-yl)-5,6,7,8-tetrahydroimidazo[1,2-b]pyridazine-3-carboxamide FC1=CC=C(OC2=CC=C(C=C2)C=2N=C3N(NCCC3C3CCNCC3)C2C(=O)N)C=C1